(2R,3R,4S,5S)-2-(4-Amino-5-(6-nitropyridin-3-yl)-7H-pyrrolo[2,3-d]pyrimidin-7-yl)-5-((((3-methyl-5-phenylisoxazol-4-yl)methyl)thio)methyl)tetrahydrofuran-3,4-diol NC=1C2=C(N=CN1)N(C=C2C=2C=NC(=CC2)[N+](=O)[O-])[C@@H]2O[C@@H]([C@H]([C@H]2O)O)CSCC=2C(=NOC2C2=CC=CC=C2)C